4-(8,9,10,11-tetrahydro-3H-pyrrolo[3,2-a]phenanthridin-7-yl)phenol C1=CNC=2C1=C1C=3CCCCC3C(=NC1=CC2)C2=CC=C(C=C2)O